tert-butyl [1-(3-hydroxyazetidin-1-yl)ethylidene]carbamate OC1CN(C1)C(C)=NC(OC(C)(C)C)=O